6-(cyclopropanecarboxamido)-4-((2,5-dimethyl-4,5-dihydropyrazolo[1,5-a]pyrido[3,4-e]pyrazin-6-yl)amino)-N-(methyl-d3)pyridazine-3-carboxamide C1(CC1)C(=O)NC1=CC(=C(N=N1)C(=O)NC([2H])([2H])[2H])NC1=NC=CC2=C1N(CC=1N2N=C(C1)C)C